NC=1C2=C(N=CN1)N1C(=C2C2=CC(=C(C=C2)OC2=NC=CC(=N2)C)F)N(CC1)C=1C(=C(C=CC1)NC(C=C)=O)C N-[3-(4-amino-5-{3-fluoro-4-[(4-methylpyrimidin-2-yl)oxy]phenyl}-7,8-dihydro-6H-imidazo[2',3':5,1]pyrrolo[2,3-d]pyrimidin-6-yl)-2-methylphenyl]prop-2-enamide